N-(2-hydroxyphenyl)-4-methylaniline OC1=C(C=CC=C1)NC1=CC=C(C=C1)C